CC=1C(NC(N(C1)[C@H]1C[C@H](CO1)OCP(O)(O)=O)=O)=O ((((3R,5R)-5-(5-methyl-2,4-dioxo-3,4-dihydropyrimidin-1(2H)-yl)tetrahydrofuran-3-yl)oxy)methyl)phosphonic acid